Methyl ((2S,3R)-3-amino-2-hydroxy-5-methylhexanoyl)-L-leucinate N[C@@H]([C@@H](C(=O)N[C@@H](CC(C)C)C(=O)OC)O)CC(C)C